[Cu]=O.[Ag] silver-copper oxide